C(C)N1C=C(C(C2=CC=CC=C12)=O)S(=O)(=O)N1CCC2(C[C@H](CO2)NC[C@@H](COC2=CC(=CC=C2)S(=O)(=O)C)O)CC1 1-Ethyl-3-((R)-3-((S)-2-hydroxy-3-(3-(methylsulfonyl)phenoxy)propylamino)-1-oxa-8-azaspiro[4.5]decan-8-ylsulfonyl)chinolin-4(1H)-on